C1(CC1)CC#CC=1C=C(OC=2C(=NON2)C(=O)O)C=CC1 4-(3-(3-cyclopropylprop-1-ynyl)phenoxy)-1,2,5-oxadiazole-3-carboxylic acid